C(C)N1N=NC(=C1)CO[C@@H](C(C(=O)O)(C)C)C1=CC(=C(C=C1)C)CN1S(C2=C(C[C@@H](C1)C)N=CC=C2)(=O)=O (3R)-((1-ethyl-1H-1,2,3-triazol-4-yl)methoxy)-2,2-dimethyl-3-(4-methyl-3-(((S)-4-methyl-1,1-dioxido-4,5-dihydropyrido[2,3-f][1,2]thiazepin-2(3H)-yl)methyl)phenyl)propanoic acid